OCC[N+](C)(C)C.P(=O)([O-])([O-])OCC(O)CO.OCC[N+](C)(C)C (glycerol) phosphate choline salt